P(=O)(OCC)(OCC(F)(F)F)[O-].[Co+2].C(C)OP(=O)(OCC(F)(F)F)[O-] cobalt ethyl (2,2,2-trifluoroethyl) phosphate